OCCCOC(C(=C)C)=O Hydroxypropylmethacrylat